methyl-3,4-dihydro-1H-isoquinoline-3-carboxylate COC(=O)C1NCC2=CC=CC=C2C1